C1(CC1)CSC1=CC(=C(CCN)C=C1OC)OC 4-cyclopropylmethylthio-2,5-dimethoxy-phenethylamine